FC(N1N=CC(=C1)C(=O)N)(F)F 1-trifluoromethyl-4-pyrazolecarboxamide